CN1C=NC2=C1C=C(C=C2C(=O)NCC2=C(C=CC=C2)C(F)(F)F)NC(=O)C2=C(C=CC=C2)C(F)(F)F 1-methyl-N-[2-(trifluoromethyl)benzyl]-6-({[2-(trifluoromethyl)phenyl]carbonyl}amino)-1H-benzimidazole-4-carboxamide